C(C)OC(C1=NC2=C(N1C[C@H]1OCC1)CC(CC2)C(=O)OCC)OCC ethyl 2-(diethoxymethyl)-1-(((S)-oxetan-2-yl) methyl)-4,5,6,7-tetrahydro-1H-benzo[d]imidazole-6-carboxylate